6-methyl-2-ethoxycarbonyl-3,4-dimethoxycarbonylquinoline CC=1C=C2C(=C(C(=NC2=CC1)C(=O)OCC)C(=O)OC)C(=O)OC